N1=C(C=CC=C1)C=1NC=2C(=C3C=CC=NC3=C3N=CC=CC23)N1 2-(2-pyridyl)-1H-imidazo[4,5-f][1,10]phenanthroline